C(C)OC(/C(=C/OC1=CC2=C(N(C[C@H](CS2(=O)=O)CCCC)C2=CC=CC=C2)C=C1SC)/F)=O (R)-(Z)-3-((3-butyl-7-(methylthio)-1,1-dioxido-5-phenyl-2,3,4,5-tetrahydro-1,5-benzothiaazepin-8-yl)oxy)-2-fluoroacrylic acid ethyl ester